1-(3-((9-(4-(tert-butyl)pyridin-2-yl)-9H-carbazol-2-yl)oxy)phenyl)-3-(5',5'''-diphenyl-[1,1':3',1'':3'',1''':3''',1''''-quinquephenyl]-2''-yl)-1H-benzo[d]imidazol-3-ium chloride [Cl-].C(C)(C)(C)C1=CC(=NC=C1)N1C2=CC=CC=C2C=2C=CC(=CC12)OC=1C=C(C=CC1)N1C=[N+](C2=C1C=CC=C2)C2=C(C=CC=C2C2=CC(=CC(=C2)C2=CC=CC=C2)C2=CC=CC=C2)C=2C=C(C=C(C2)C2=CC=CC=C2)C2=CC=CC=C2